2-Amino-6-((1-(ethoxymethyl)cyclopropyl)methoxy)-1-(3-hydroxy-2,6-dimethylphenyl)-5-methyl-1H-pyrrole NC=1N(C(=CC1)C)C1C(=C(C=CC1(C)OCC1(CC1)COCC)O)C